C(#N)C1=CC=C2C(=C(C(N(C2=C1)C)=O)C(=O)NCC1=CC(=CC=C1)F)C 7-Cyano-N-[(3-fluorophenyl)-methyl]-1,4-dimethyl-2-oxo-1H-quinoline-3-carboxylic acid amide